2,4-dicarboxyphenyldimethylphosphine oxide C(=O)(O)C1=C(C=CC(=C1)C(=O)O)P(C)(C)=O